C(C(C)C)[NH-] N-isobutylamid